C(C)(C)(C)OC(=O)N1CC(C1)OC1=CC2=C(N=C(N=C2N[C@H](C)C2=C(C(=CC=C2)C(F)F)F)C)C=N1 3-{[4-({(1R)-1-[3-(difluoromethyl)-2-fluorophenyl]ethyl}amino)-2-methylpyrido[3,4-d]pyrimidin-6-yl]oxy}azetidine-1-carboxylic acid tert-butyl ester